7,8-dichloro-6-(3-fluoro-2-pyridyl)-N-methyl-4H-imidazo[1,2-a][1,4]benzodiazepine-2-carboxamide ClC1=C(C=CC2=C1C(=NCC=1N2C=C(N1)C(=O)NC)C1=NC=CC=C1F)Cl